C(CCCCCCCCCCCCC)C=1NC(OC1)=O 4-tetradecyloxazol-2(3H)-one